8-bromo-3,6-dimethyl-2-(4-(methylsulfonyl)phenyl)quinazolin-4(3H)-one BrC=1C=C(C=C2C(N(C(=NC12)C1=CC=C(C=C1)S(=O)(=O)C)C)=O)C